COC(=O)C12N(CC(C1)C2)CO[Si](C)(C)C(C)(C)C (((tert-butyldimethylsilyl)oxy)methyl)-2-azabicyclo[2.1.1]hexane-1-carboxylic acid methyl ester